N-(3-aminocyclobutyl)-4-[[3-(2,3-difluoro-4-methoxyphenyl)imidazo[1,2-a]pyrazin-8-yl]amino]-2-methylbenzamide NC1CC(C1)NC(C1=C(C=C(C=C1)NC=1C=2N(C=CN1)C(=CN2)C2=C(C(=C(C=C2)OC)F)F)C)=O